C(C)(=O)O.N[C@@H](CCCNC(=O)N)C(=O)O citrulline acetate